FC(C1=CC=C(C=C1)NC(=O)[C@@H]1[C@@H]([C@H]2CC[C@@H]1C2)NC(=O)C=2C(=CC(=C(OC1CCC(CC1)C(=O)OCC)C2)F)OC)F Ethyl (1S,4s)-4-(5-(((1S,2R,3S,4R)-3-((4-(difluoromethyl)phenyl)carbamoyl)bicyclo[2.2.1]heptan-2-yl)carbamoyl)-2-fluoro-4-methoxyphenoxy)cyclohexane-1-carboxylate